6-methoxy-5-(trifluoromethyl)nicotinic acid COC1=NC=C(C(=O)O)C=C1C(F)(F)F